3-ISOCYANOPHENYLISOCYANIDE [N+](#[C-])C=1C=C(C=CC1)[N+]#[C-]